BrC1=CC=C(C(=O)NCC(CO)O)C=C1 4-bromo-N-(2,3-dihydroxypropyl)benzamide